5-Isopropyl-1-phenyl-1H-pyrazole-4-carbonyl chloride C(C)(C)C1=C(C=NN1C1=CC=CC=C1)C(=O)Cl